ClC1=C(C=C2C=C(NC2=C1)CNC(=O)C1(CC1)C)O N-((6-chloro-5-hydroxy-1H-indol-2-yl)methyl)-1-methylcyclopropane-1-carboxamide